8-fluoro-7-(7-fluoro-5-methyl-1H-indazol-4-yl)-2-(((2R,7aS)-2-fluorotetrahydro-1H-pyrrolizin-7a(5H)-yl)methoxy)-4-(2,2,2-trifluoroethoxy)pyrido[4,3-d]pyrimidine FC1=C(N=CC2=C1N=C(N=C2OCC(F)(F)F)OC[C@]21CCCN1C[C@@H](C2)F)C2=C1C=NNC1=C(C=C2C)F